FC1=C(C=C(C=C1)O)C 4-fluoro-3-methylphenol